7-phenyl-N-[rac-(6S)-4-methyl-5-oxo-7,8-dihydro-6H-pyrazolo[1,5-a][1,3]diazepin-6-yl]-6,7-dihydro-5H-pyrrolo[1,2-b][1,2,4]triazole-2-carboxamide C1(=CC=CC=C1)C1CCN2N=C(N=C21)C(=O)N[C@@H]2C(N(C=1N(CC2)N=CC1)C)=O |r|